N-(1,2,3,4-tetrahydronaphthalen-1-yl)-5-(5-(trifluoromethyl)nicotinamido)-1,2,3-thiadiazole-4-carboxamide C1(CCCC2=CC=CC=C12)NC(=O)C=1N=NSC1NC(C1=CN=CC(=C1)C(F)(F)F)=O